CC=1C=CC=C2C=CC=C(C12)N1CC2=C(CCC1)N=C(N=C2N2C[C@@H](NCC2)CC#N)OC[C@H]2N(CCC2)C ((S)-4-(6-(8-methylnaphthalen-1-yl)-2-(((S)-1-methylpyrrolidin-2-yl)methoxy)-6,7,8,9-tetrahydro-5H-pyrimido[5,4-c]azepin-4-yl)piperazin-2-yl)acetonitrile